CC1=CC=C(C=C1)C(C(=O)N)OCC1=C(C=CC=C1)O (4-methylphenyl)-2-(2-hydroxybenzyloxy)acetamide